N[C@@H]1[C@@H](OCC12CCN(CC2)C2=NC=C(C=N2)SC=2C(=C(C=CC2)NC(=O)C2=NC=NC=C2)Cl)C N-(3-((2-((3S,4S)-4-amino-3-methyl-2-oxa-8-azaspiro[4.5]decan-8-yl)pyrimidin-5-yl)mercapto)-2-chlorophenyl)pyrimidine-4-carboxamide